O1C2=C(C=CC3=C1C3)C=CC=C2 methanobenzo[b]oxepin